NC1=CC=C2C(C=C(OC2=C1[N+](=O)[O-])C1=CC=C(C=C1)N(C)CCOCCOCCOCCOCCOCCO)=O 7-amino-2-[4-[2-[2-[2-[2-[2-(2-hydroxyethoxy)ethoxy]ethoxy]ethoxy]ethoxy]ethyl-methyl-amino]phenyl]-8-nitro-chromen-4-one